(1R,5S)-3-azaspiro[bicyclo[3.2.1]octane-8,2'-[1,3]dioxolane] O1C2(OCC1)[C@H]1CNC[C@@H]2CC1